(+-)-(1R,2R,4S)-2-methoxy-7-azabicyclo[2.2.1]heptane hydrochloride Cl.CO[C@H]1[C@H]2CC[C@@H](C1)N2 |r|